4,6-bis(((R)-1,1,1-trifluoropropan-2-yl)amino)-1,3,5-triazin FC([C@@H](C)NC1=NC=NC(=N1)N[C@@H](C(F)(F)F)C)(F)F